N1C(=NC2=C1C=CC=C2)CNC2=NC(=NC=1N2N=CC1CC(F)(F)F)N1CCOCC1 N-[(1H-benzimidazol-2-yl)methyl]-2-(morpholin-4-yl)-8-(2,2,2-trifluoroethyl)pyrazolo[1,5-a][1,3,5]triazin-4-amine